FC(F)(F)OC(=O)C1(OC(C(O1)(F)F)(C(F)(F)F)F)C(F)(F)F 4,4,5-trifluoro-2,5-bis(trifluoromethyl)-1,3-dioxolane-2-carboxylic acid trifluoromethyl ester